(R)-1,1,1-trifluoro-2-((S)-9-(1-(2-hydroxypropan-2-yl)-2-oxabicyclo[2.2.2]octane-4-yl)-5-methyl-5,6-dihydroimidazo[1,5-a]pyrazolo[5,1-c]pyrazin-3-yl)propan-2-ol FC([C@](C)(O)C1=NC=C2N1[C@H](CN1C2=CC(=N1)C12COC(CC1)(CC2)C(C)(C)O)C)(F)F